3-(pyridin-4-yl)isoOxazole-5-carboxylic acid methyl ester COC(=O)C1=CC(=NO1)C1=CC=NC=C1